NC1=C(N2N(CCC2)C1=O)N 2,3-Diamino-6,7-dihydro-1H,5H-pyrazolo[1,2-a]pyrazol-1-on